(S)-N-(hept-3-yl)-2-methoxyaniline CC[C@@H](CCCC)NC1=C(C=CC=C1)OC